ClC1=CC=C(CN(C(OC(C)(C)C)=O)[C@H]2C[C@H](CC2)CO)C=C1 |r| rac-tert-Butyl (4-chlorobenzyl)((1R*,3S*)-3-(hydroxymethyl)cyclopentyl)carbamate